C(C)(C)(C)OC(=O)N1[C@H](C[C@@H](C1)CC1=CC2=CC=CC=C2C=C1)C(=O)O (2R,4S)-1-(tert-butoxycarbonyl)-4-(naphthalen-2-ylmethyl)pyrrolidine-2-carboxylic acid